4,4'-methylene-bis(2,6-di-tert-butylphenol) C(C1=CC(=C(C(=C1)C(C)(C)C)O)C(C)(C)C)C1=CC(=C(C(=C1)C(C)(C)C)O)C(C)(C)C